C[C@H]1N(CCOC1)C=1C2=C(N=C(N1)C1=C3C=CNC3=CC(=C1)C)N(C=C2)S(=O)(=O)C (R)-3-methyl-4-(2-(6-methyl-1H-indol-4-yl)-7-(methylsulfonyl)-7H-pyrrolo[2,3-d]pyrimidin-4-yl)morpholine